COC=1C=C2CCN(CC2=CC1OC)CCC1=CC=C(C=C1)N1N=C(N=N1)C1=C(C=CC(=C1)OCCC=1C=NC=CC1)NC(=O)C=1OC2=CC=CC=C2C(C1)=O N-(2-(2-(4-(2-(6,7-Dimethoxy-3,4-dihydroisoquinolin-2(1H)-yl)ethyl)phenyl)-2H-tetrazol-5-yl)-4-(2-(pyridin-3-yl)ethoxy)phenyl)-4-oxo-4H-chromene-2-carboxamide